4-methylphenolate CC1=CC=C(C=C1)[O-]